C(C)(C)(C)OC(=O)N1[C@H]2[C@H]([C@H](C[C@@H]1CC2)N(C)C=2N=NC(=CN2)C2=C(C=C(C=C2)C=2C=NNC2)O)F (1R,2S,3S,5S)-2-fluoro-3-((6-(2-hydroxy-4-(1H-pyrazol-4-yl)phenyl)-1,2,4-triazin-3-yl)(methyl)amino)-8-azabicyclo[3.2.1]Octane-8-carboxylic acid tert-butyl ester